1-(2-(aminomethyl)-6-cyclopropylimidazo[1,2-a]pyridin-8-yl)ethan-1-one NCC=1N=C2N(C=C(C=C2C(C)=O)C2CC2)C1